C1=NN=CC2=CC(=CC=C12)C(C)O 1-(phthalazin-6-yl)ethan-1-ol